2-hydroxypropyl chloroacrylate ClC(C(=O)OCC(C)O)=C